(R)-3-(3-fluoro-4-((8-methylisoquinolin-1-yl)(piperidin-3-yl)carbamoyl)phenyl)-3H-[1,2,3]triazolo[4,5-b]pyridine-5-carboxylic acid FC=1C=C(C=CC1C(N([C@H]1CNCCC1)C1=NC=CC2=CC=CC(=C12)C)=O)N1N=NC=2C1=NC(=CC2)C(=O)O